C(C)(=O)N(N(C(=O)C1=CC=2C3=C(C(=NC2C=C1F)N)C=NN3C)CC3=NC1=C(N3C)C=CC(=C1)Cl)C N'-acetyl-4-amino-N-[(5-chloro-1-methyl-benzimidazol-2-yl)methyl]-7-fluoro-N',1-dimethyl-pyrazolo[4,3-c]quinoline-8-carbohydrazide